3-(5-bromopyridin-3-yl)-1,1-dimethylurea BrC=1C=C(C=NC1)NC(N(C)C)=O